P(=O)(O)(O)OC[C@@H]1[C@H]([C@H]([C@@](O1)(N1C(=O)NC(=O)C=C1)C)O)O methyluridine-5'-phosphate